trans-4-((3-(1-Isopropyl-1H-pyrazol-4-yl)phenyl)((trans-4-(5-methoxy-6-methylpyridin-2-yl)cyclohexyl)methyl)carbamoyl)cyclohexyl (2-hydroxy-2-methylpropyl)carbamate OC(CNC(O[C@@H]1CC[C@H](CC1)C(N(C[C@@H]1CC[C@H](CC1)C1=NC(=C(C=C1)OC)C)C1=CC(=CC=C1)C=1C=NN(C1)C(C)C)=O)=O)(C)C